6'-Chloro-1'-(6-cyclopropoxy-2-(1,1-difluoroethyl)pyrimidin-4-yl)-1',2'-dihydrospiro[cyclopropane-1,3'-pyrrolo[3,2-c]pyridine] ClC1=CC2=C(C=N1)C1(CN2C2=NC(=NC(=C2)OC2CC2)C(C)(F)F)CC1